6-(4-amino-4-methylpiperidin-1-yl)-3-(2,3-dichlorophenyl)-2-methyl-3,4-dihydropyrimidin-4-one NC1(CCN(CC1)C1=CC(N(C(=N1)C)C1=C(C(=CC=C1)Cl)Cl)=O)C